rac-(2S)-1,4-dioxan O1CCOCC1